C(=O)O.C(CCCCC)NC(=O)[C@H]1CN(CCN1CCCCCCCC)C(=O)C1=CC=C(C(=O)N2C[C@H]([C@@H](C2)C(=O)N[C@@H]2[C@H](C2)C2=CC=CC=C2)C(=O)N[C@@H]2[C@H](C2)C2=CC=CC=C2)C=C1 (3S,4S)-1-(4-((R)-3-(hexylcarbamoyl)-4-octylpiperazine-1-carbonyl)benzoyl)-N3,N4-bis((1S,2R)-2-phenylcyclopropyl)pyrrolidine-3,4-dicarboxamide formate